(3-((2,5-dimethyl-1,2,3,4-tetrahydroisoquinolin-7-yl)amino)quinoline-2-carboxamide) formate salt C(=O)O.CN1CC2=CC(=CC(=C2CC1)C)NC=1C(=NC2=CC=CC=C2C1)C(=O)N